((5-nitrothiazol-2-yl)carbamoyl)benzoic acid [N+](=O)([O-])C1=CN=C(S1)NC(=O)C1=C(C(=O)O)C=CC=C1